C[C@H]1CN(C(C=2N1N=CC2C=2C=CC=1N(C2)C(=CN1)CCC)=O)C1=CC=C(C=C1)C(F)(F)F (7S)-7-methyl-3-(3-propylimidazo[1,2-a]pyridin-6-yl)-5-[4-(trifluoromethyl)phenyl]-6,7-dihydropyrazolo[1,5-a]pyrazin-4(5H)-one